5-propyl-Oxazolidin-2-one C(CC)C1CNC(O1)=O